ClC(C)OC(=O)OC(C)C 2-(((1-chloroethoxy)carbonyl)oxy)propane